(difluoromethyl)pyrrolidine-1-carboxylate FC(F)OC(=O)N1CCCC1